C(#N)C=1C(=NC(=NC1)NC=1C(=CC(=C(C1)NC(C=C)=O)N(C)CCN(C)C)OC)C1=CN(C2=CC(=CC=C12)C#N)C1CC1 N-(5-((5-Cyano-4-(6-cyano-1-cyclopropyl-1H-indol-3-yl)pyrimidin-2-yl)amino)-2-((2-(dimethylamino)ethyl)(methyl)amino)-4-methoxyphenyl)acrylamide